CC1=CC=C(C=C1)S(=O)(=O)OCC(COC1=CC2=C(N=C(S2)\C=C\C=C\C=2C=NC(=CC2)NC)C=C1)OC1OCCCC1 3-(2-((1E,3E)-4-(6-(methylamino)pyridine-3-yl) buta-1,3-dienyl)benz[d]thiazole-6-yloxy)-2-(tetrahydro-2H-pyran-2-yloxy)propyl 4-methylbenzenesulfonate